6-chloro-2H-2,7-naphthyridin-1-one ClC=1C=C2C=CNC(C2=CN1)=O